Trispiro[pyrrolo[3,2-b]pyridine-3,1'-cyclobutane-3',1''-cyclohexane-4'',2'''-[1,3]dioxolan]-2(1H)-one O1C2(OCC1)CCC1(CC2)CC2(C1)C(NC=1C2=NC=CC1)=O